ClC1=C2C(=C(N=C1Cl)C=1C=NN(C1)C)C=1CN(CCC1N2)C(CO)=O 1-(6,7-dichloro-9-(1-methyl-1H-pyrazol-4-yl)-1,3,4,5-tetrahydro-2H-pyrrolo[3,2-c:4,5-c']dipyridin-2-yl)-2-hydroxyethan-1-one